4-methoxy-3-({4-[({2-[methyl(methylsulfonyl)amino]pyridin-3-yl}methyl)amino]-5-(trifluoromethyl)pyrimidin-2-yl}amino)benzamide COC1=C(C=C(C(=O)N)C=C1)NC1=NC=C(C(=N1)NCC=1C(=NC=CC1)N(S(=O)(=O)C)C)C(F)(F)F